BrC1=C(C(=CC(=C1)C)N)N 3-bromo-5-methyl-benzene-1,2-diamine